FC=1C(=NC(=NC1)NC=1C(=NN(C1)C(C#N)(C)C)C)OCC1CCC(CC1)OC(C)C 2-(4-((5-fluoro-4-((4-isopropoxycyclohexyl)methoxy)pyrimidin-2-yl)amino)-3-methyl-1H-pyrazol-1-yl)-2-methylpropanenitrile